9H-1-carbazolyl methyl ether COC1=CC=CC=2C3=CC=CC=C3NC12